tert-Butyl (2R,5S)-5-(hydroxymethyl)-2-methyl-piperazine-1-carboxylate OC[C@H]1NC[C@H](N(C1)C(=O)OC(C)(C)C)C